NC1=C2C(=NC=N1)N(N=C2C2=CC=C(OC=1C(=C(C=CC1)O)F)C=C2)[C@H]2C[C@@H](CCC2)O 3-(4-(4-amino-1-((1R,3R)-3-hydroxycyclohexyl)-1H-pyrazolo[3,4-d]pyrimidin-3-yl)phenoxy)-2-fluorophenol